FC(C(=O)O)(F)F.FC(C(=O)O)(F)F.ClC=1C(=CC(=NC1)CO[C@@H]1C2=CN=C(C1)C2)C2CC2 |r| Rac-(1R,4R,5S)-5-[(5-chloro-4-cyclopropyl-2-pyridinyl)methoxy]-2-azabicyclo[2.2.1]heptanedi-ene bis(2,2,2-trifluoroacetate)